COCCNCCCN N-(2-methoxyethyl)-1,3-propanediamine